C1(CC1)OC=1C=C(C=CC1)C1=CC(=NN1C=1C=CC=C2C=NN(C12)CC)CO [5-(3-Cyclopropoxyphenyl)-1-(1-ethyl-1H-indazol-7-yl)-1H-pyrazol-3-yl]methanol